5-methoxy-2-methyl-1-(4-methylbenzenesulfonyl)-1H-pyrrolo[3,2-b]pyridine COC1=CC=C2C(=N1)C=C(N2S(=O)(=O)C2=CC=C(C=C2)C)C